C(C)(C)(C)OC(=O)N1CCC2(CC2)CC1 (R)-6-(tert-Butoxycarbonyl)-6-azaspiro[2.5]octan